BrC1=CC(=CC2=C1N=C(N2C2COCC2(C)C)CC2=C(C=C(C(=C2)F)C2=NC(=CC=C2)OCC2=C(C=C(C=C2)C#N)F)F)C(=O)OC Methyl 7-bromo-2-[[4-[6-[(4-cyano-2-fluoro-phenyl)methoxy]-2-pyridyl]-2,5-difluoro-phenyl]methyl]-3-(4,4-dimethyltetrahydrofuran-3-yl)benzimidazole-5-carboxylate